5-(benzyloxy)-3-fluoro-2-(o-tolyl)-1H-indole C(C1=CC=CC=C1)OC=1C=C2C(=C(NC2=CC1)C1=C(C=CC=C1)C)F